N-(4-bromobenzyl)-4-(2-(3-fluoro-4-(trifluoromethyl)phenyl)-2H-pyrazolo[3,4-d]pyrimidin-4-yl)piperazine-2-carboxamide BrC1=CC=C(CNC(=O)C2NCCN(C2)C=2C=3C(N=CN2)=NN(C3)C3=CC(=C(C=C3)C(F)(F)F)F)C=C1